ClC=1C=C2N=C(C=3N(C2=CC1C(=O)N([C@@H]1COC2=C1C=CC(=C2)C(F)(F)F)C)C=NC3)NCC3=C(C=C(C=C3)OC)OC (S)-7-chloro-4-((2,4-dimethoxybenzyl)amino)-N-methyl-N-(6-(trifluoromethyl)-2,3-dihydrobenzofuran-3-yl)imidazo[1,5-a]quinoxaline-8-carboxamide